1-Tert-butyl-5-fluoro-N-(2-fluoro-4-methyl-5-{8-[(1S,4S)-2-oxa-5-azabicyclo[2.2.1]heptan-5-yl]imidazo[1,2-a]pyridin-6-yl}phenyl)pyrazole-4-carboxamide C(C)(C)(C)N1N=CC(=C1F)C(=O)NC1=C(C=C(C(=C1)C=1C=C(C=2N(C1)C=CN2)N2[C@@H]1CO[C@H](C2)C1)C)F